BrC1=NN(C2=CC=C(C=C12)[N+](=O)[O-])C 3-bromo-1-methyl-5-nitro-1H-indazole